C(C)(=O)O[C@H]1[C@H](CCCC1)C(C)(C)C cis-2-tert-butylcyclohexyl acetate